C(C1=CC=CC=C1)OC1=CC(=NN1CC1CCCCC1)C(NC)([2H])[2H] 1-[5-(Benzyloxy)-1-(cyclohexylmethyl)-1H-pyrazol-3-yl]-N-methyl-(2H2)methanamine